(4-methoxybenzyl)-2-(tetrahydro-2H-pyran-2-yl)-2,4-dihydro-5H-pyrazolo[4,3-d]pyrimidine-5,7(6H)-dione COC1=CC=C(CC=2N(N=C3C2NC(NC3=O)=O)C3OCCCC3)C=C1